CN1[C@H](C(N2C3=C(N=C(N=C13)NCC=1C=NN(C1)CCCC(F)(F)F)CCC2)=O)C (S)-4,5-Dimethyl-2-(((1-(4,4,4-trifluorobutyl)-1H-pyrazol-4-yl)methyl)amino)-4,5,9,10-Tetrahydro-6H,8H-pyrido[3,2,1-de]pteridin-6-one